N-((S)-1-(((S)-1-amino-1-oxo-3-((S)-2-oxopiperidin-3-yl)propan-2-yl)amino)-3-cyclopropyl-1-oxopropan-2-yl)-4-chloro-1H-pyrrolo[2,3-c]pyridine-2-carboxamide NC([C@H](C[C@H]1C(NCCC1)=O)NC([C@H](CC1CC1)NC(=O)C1=CC=2C(=CN=CC2Cl)N1)=O)=O